BrC1=CC=2N(C=C1O)N=CC2 5-bromopyrazolo[1,5-a]pyridin-6-ol